1-Pentyl-4-butylpyridinium methansulfonat CS(=O)(=O)[O-].C(CCCC)[N+]1=CC=C(C=C1)CCCC